(3aR,5s,6aS)-5-hydroxycyclopenta[c]pyrrole-2(1H)-carboxylic acid tert-butyl ester C(C)(C)(C)OC(=O)N1CC=2C(=C1)C=C(C2)O